NC1=NC=2C=CC(=CC2C2=C1[C@H](OC2)C)C(=O)N(CC2=NC=C(C=C2)C(F)(F)F)C[C@@H](C)C#N (3R)-4-amino-N-((2R)-2-cyanopropyl)-3-methyl-N-((5-(trifluoromethyl)-2-pyridinyl)methyl)-1,3-dihydrofuro[3,4-c]quinoline-8-carboxamide